5-(2,3-dimethoxyphenyl)-3-hydroxyvaleric acid COC1=C(C=CC=C1OC)CCC(CC(=O)O)O